p-bromoethoxybenzene tert-butyl-(S)-3-(3-chloro-2-methylphenyl)-3-((2-methyl-1-oxo-2,3,4,5-tetrahydro-1H-benzo[c]azepin-8-yl)amino)pyrrolidine-1-carboxylate C(C)(C)(C)OC(=O)N1C[C@@](CC1)(NC=1C=CC2=C(C(N(CCC2)C)=O)C1)C1=C(C(=CC=C1)Cl)C.BrCCOC1=CC=CC=C1